C12(CC3CC(CC(C1)C3)C2)CCN2C3CNCC2CC3 8-(2-((3r,5r,7r)-adamantan-1-yl)ethyl)-3,8-diazabicyclo[3.2.1]octane